5-(3-(2,2-difluoroethyl)-2-methyl-3H-imidazo[4,5-b]pyridin-5-yl)-N2-((1s,4s)-4-methoxycyclohexyl)-N4-methyl-7H-pyrrolo[2,3-d]pyrimidine-2,4-diamine FC(CN1C(=NC=2C1=NC(=CC2)C2=CNC=1N=C(N=C(C12)NC)NC1CCC(CC1)OC)C)F